1-((2-(trimethylsilyl)ethoxy)methyl)-7-vinyl-1H-pyrrolo[3,2-b]pyridine-5-carboxylic acid methyl ester COC(=O)C1=CC(=C2C(=N1)C=CN2COCC[Si](C)(C)C)C=C